2-amino-3-hydroxy-4,5,6-trimethyl-pyridine NC1=NC(=C(C(=C1O)C)C)C